N[C@@H]1CN(CCC1)C1=C(C=NC(=C1)NC1=NC(=NC=C1)C1=C(C=CC=C1OC)F)C1=CC2=C(OC(C(N2)=O)C)C=C1 6-(4-((S)-3-aminopiperidin-1-yl)-6-((2-(2-fluoro-6-methoxyphenyl)pyrimidin-4-yl)amino)pyridin-3-yl)-2-methyl-2H-benzo[b][1,4]oxazin-3(4H)-one